tert-butyl (2R)-4-(2-bromo-5-oxo-4,5-dihydropyrazolo[1,5-a]pyrimidin-7-yl)-2-methylpiperidine-1-carboxylate BrC1=NN2C(NC(C=C2C2C[C@H](N(CC2)C(=O)OC(C)(C)C)C)=O)=C1